ClC1=C(C(N(C(N1CC#CC1=CC(=CC=C1)O)=O)C)=O)NC(CCC1=CC=CC=C1)=O N-(6-chloro-1-(3-(3-hydroxyphenyl)prop-2-yn-1-yl)-3-methyl-2,4-dioxo-1,2,3,4-tetrahydropyrimidin-5-yl)-3-phenylpropanamide